3-(dimethylamino)-N-methylpropionamide CN(CCC(=O)NC)C